C(C)(=O)N1CCC(CC1)COC1=CC2=C(C(N(CCO2)C[C@@H](CN2CC3=CC=CC=C3CC2)O)=O)C=C1 8-[(1-acetyl-4-piperidyl)methoxy]-4-[(2R)-3-(3,4-dihydro-1H-isoquinolin-2-yl)-2-hydroxy-propyl]-2,3-dihydro-1,4-benzoxazepin-5-one